Pentanoic acid, butyl ester C(CCCC)(=O)OCCCC